tert-Butyl (S)-4-(7-(4-chloropyridin-2-yl)-5-cyclopropyl-7H-pyrrolo[2,3-d]pyrimidin-4-yl)-3-methylpiperazine-1-carboxylate ClC1=CC(=NC=C1)N1C=C(C2=C1N=CN=C2N2[C@H](CN(CC2)C(=O)OC(C)(C)C)C)C2CC2